3-methyl-5-((3-methylpyrazin-2-yl)methyl)-7-(piperazin-1-yl)pyrido[2,3-b]pyrazin-6(5H)-one CC1=CN=C2C(=N1)N(C(C(=C2)N2CCNCC2)=O)CC2=NC=CN=C2C